Ethyl (R,Z)-2-(3-(1-((tert-butylsulfinyl)imino)ethyl)phenyl)-2,2-difluoroacetate C(C)(C)(C)[S@@](=O)\N=C(\C)/C=1C=C(C=CC1)C(C(=O)OCC)(F)F